5-methyl-6-(1-(6-(4-pyridyl)-1H-imidazo[4,5-b]pyrazin-1-yl)ethyl)quinoline CC1=C2C=CC=NC2=CC=C1C(C)N1C=NC=2C1=NC(=CN2)C2=CC=NC=C2